[2-[6-[4-(1-tert-Butoxycarbonyl-4-piperidinyl)phenyl]-4-fluoro-1-oxo-isoindolin-2-yl]-2-(6,7-dihydro-5H-pyrrolo[1,2-c]imidazol-1-yl)acetyl]oxylithium C(C)(C)(C)OC(=O)N1CCC(CC1)C1=CC=C(C=C1)C1=CC(=C2CN(C(C2=C1)=O)C(C(=O)O[Li])C1=C2N(C=N1)CCC2)F